N-(1-(3-Fluoro-2'-methoxy-[1,1'-biphenyl]-4-yl)-2-oxopiperidin-3-yl)-5-(pyridin-2-yl)-thiophen-2-sulfonamid FC=1C=C(C=CC1N1C(C(CCC1)NS(=O)(=O)C=1SC(=CC1)C1=NC=CC=C1)=O)C1=C(C=CC=C1)OC